Methyl (R)-6-(1-hydroxyethyl)phenazine-1-carboxylate O[C@H](C)C1=C2N=C3C=CC=C(C3=NC2=CC=C1)C(=O)OC